(1S,3S)-3-((6-(3-(((butyl(methyl)carbamoyl)oxy)methyl)-5-chlorothiophen-2-yl)-2-methylpyridin-3-yl)oxy)cyclohexane-1-carboxylic acid C(CCC)N(C(=O)OCC1=C(SC(=C1)Cl)C1=CC=C(C(=N1)C)O[C@@H]1C[C@H](CCC1)C(=O)O)C